3-(((1,4-dihydroquinazolin-2-yl)thio)methyl)-5,5-dimethyl-5H-thiazolo[2,3-b]quinazoline N1C(=NCC2=CC=CC=C12)SCC1=CSC2=NC3=CC=CC=C3C(N21)(C)C